(4-amino-3-(4-phenoxyphenyl)-1H-pyrazolo[3,4-d]pyrimidin-1-yl)piperidine NC1=C2C(=NC=N1)N(N=C2C2=CC=C(C=C2)OC2=CC=CC=C2)N2CCCCC2